3-(4-((3-azidocyclobutyl)amino)-1,2,5-oxadiazol-3-yl)-4-(3-bromo-4-fluorophenyl)-1,2,4-oxadiazol-5(4H)-one N(=[N+]=[N-])C1CC(C1)NC=1C(=NON1)C1=NOC(N1C1=CC(=C(C=C1)F)Br)=O